bis(4-hydroxy-3-methylphenyl)cyclononane OC1=C(C=C(C=C1)C1(CCCCCCCC1)C1=CC(=C(C=C1)O)C)C